FC([C@@H](C1=CC=C(C=C1)F)N1N=CC(=C1)C1=C(C=CC(=N1)C1=CC=2N(C=C1)N=C(N2)N)C)(C)F (R)-7-(6-(1-(2,2-difluoro-1-(4-fluorophenyl)propyl)-1H-pyrazol-4-yl)-5-methylpyridin-2-yl)-[1,2,4]triazolo[1,5-a]pyridin-2-amine